(S)-2-((((9H-fluoren-yl)methoxy)carbonyl)amino)-3-(4-bromophenyl)propanoic acid C1(=CC=CC=2C3=CC=CC=C3CC12)COC(=O)N[C@H](C(=O)O)CC1=CC=C(C=C1)Br